1-(3,4-dimethyl-2-phenyl-2H-pyrazolo[3,4-d]pyridazin-7-yl)-N-(3-(pyrrolidin-1-yl)propyl)piperidine-4-carboxamide CC=1N(N=C2C(=NN=C(C21)C)N2CCC(CC2)C(=O)NCCCN2CCCC2)C2=CC=CC=C2